FC(C=1C=C(C=C(C1)C(F)(F)F)C(C(=O)OCC)(F)F)(F)F Ethyl 2-(3,5-bis(trifluoromethyl) phenyl)-2,2-difluoroacetate